C(CC(=O)C)(=O)NCCON1CN=CN(C1Cl)OCCNC(CC(=O)C)=O 3,5-bis[acetoacetylaminoethoxy]monochloro-s-triazine